(trans)-2-(3-(3-Fluorophenoxy)azetidin-1-yl)cyclohexan-1-ol FC=1C=C(OC2CN(C2)[C@H]2[C@@H](CCCC2)O)C=CC1